(R)-(2-(aminomethyl)-5,5-difluoropiperidin-1-yl)(6-((4-(trifluoromethoxy)pyridin-2-yl)amino)pyridin-2-yl)methanone NC[C@@H]1N(CC(CC1)(F)F)C(=O)C1=NC(=CC=C1)NC1=NC=CC(=C1)OC(F)(F)F